(3S,4R)-4-((5-fluoro-7-(3-(trifluoromethyl)-1H-pyrazol-1-yl)pyrrolo[2,1-f][1,2,4]triazin-2-yl)amino)tetrahydro-2H-pyran-3-ol FC=1C=C(N2N=C(N=CC21)N[C@H]2[C@@H](COCC2)O)N2N=C(C=C2)C(F)(F)F